C(C1=CC=CC=C1)N1C[C@H](CC1)NC1=CC(=C(C=C1C)S(=O)(=O)N(C(OC(C)(C)C)=O)C1=NSC=C1)F tert-butyl (S)-((4-((1-benzylpyrrolidin-3-yl)amino)-2-fluoro-5-methylphenyl)sulfonyl)(isothiazol-3-yl)carbamate